4-(([1,1'-biphenyl]-3-yl-2',3',4',5',6'-d5)amino)-2-(9H-carbazol-9-yl)benzonitrile C1(=CC(=CC=C1)NC1=CC(=C(C#N)C=C1)N1C2=CC=CC=C2C=2C=CC=CC12)C1=C(C(=C(C(=C1[2H])[2H])[2H])[2H])[2H]